OC(C)(C)C=1SC(=CN1)[S@](=O)(N)=NC(NC1=C2C(=NC3=C1CCC3)[C@H](CC2)C)=O |o1:24| (S,S) or (S,R)-2-(2-hydroxypropan-2-yl)-N'-((3-methyl-1,2,3,5,6,7-hexahydrodicyclopenta[b,e]pyridin-8-yl)carbamoyl)thiazole-5-sulfonimidamide